FC(C=1C=C2C(=NC=NC2=CC1)N)(F)F 6-(trifluoromethyl)quinazolin-4-amine